BrC[K] (bromomethyl)potassium